Cl.Cl.N[C@H](C)C1=CC=C(C(=O)NC2=C3C(=NC=C2)NC=C3)C=C1 4-[(1R)-1-aminoethyl]-N-1H-pyrrolo[2,3-b]pyridin-4-ylbenzamide dihydrochloride